C(C)(C)(C)NC1CN(CC1)C1=CC=C(N=N1)C1=C(C2=C(N=C(O2)C)C=C1O)C 6-{6-[3-(tert-butylamino)pyrrolidin-1-yl]pyridazin-3-yl}-2,7-dimethyl-1,3-benzoxazol-5-ol